OCC#CC(=O)N 4-hydroxybut-2-ynamide